N1(CCCC1)N1CCCC1 bi-pyrrolidinyl